1-butyl-2,8-dimethoxy-1-(4-phenylbutan-1-yn-1-yl)-1,2-dihydro-3H-imidazo[1,5-a]indol-3-one C(CCC)C1(N(C(N2C1=CC=1C(=CC=CC21)OC)=O)OC)C#CCCC2=CC=CC=C2